methyl 2-{4-[3-(2-{2-[2-(tert-butoxy)-2-oxoethoxy]ethoxy}ethoxy)prop-1-yn-1-yl]benzoyl}-4-(4-fluorophenyl)butanoate C(C)(C)(C)OC(COCCOCCOCC#CC1=CC=C(C(=O)C(C(=O)OC)CCC2=CC=C(C=C2)F)C=C1)=O